FC(C)(F)C1=CC=C(C=C1)C1CCCN2C1=NS(CC2)(=O)=O 9-[4-(1,1-difluoroethyl)phenyl]-3,4,6,7,8,9-hexahydropyrido[2,1-c][1,2,4]thiadiazine 2,2-dioxide